C(C)(SCC=1C(=NN(C1OC(F)F)C)C(F)(F)F)=O S-((5-(Difluoromethoxy)-1-methyl-3-(trifluoromethyl)-1H-pyrazol-4-yl)methyl) ethanethioate